2-{[4-(3-methylpiperazin-1-yl)phenyl]amino}-8-phenyl-5-[2-(triisopropylsilyl)ethynyl]pyrido[2,3-d]pyrimidin-7-one CC1CN(CCN1)C1=CC=C(C=C1)NC=1N=CC2=C(N1)N(C(C=C2C#C[Si](C(C)C)(C(C)C)C(C)C)=O)C2=CC=CC=C2